C(C)(C)N1C=CC=2C(=CC=CC12)C(=O)NCC=1C(NC(=CC1SC)C)=O 1-isopropyl-N-((6-methyl-4-(methylsulfanyl)-2-oxo-1,2-dihydropyridin-3-yl)methyl)-1H-indole-4-amide